C(=C)C1=CC=C(N)C=C1 4-(vinyl)aniline